CC(C(=O)O)CCCC(CCCCCC)C 2,6-dimethyldodecanoic acid